2-[[4-[4-methyl-1-piperazinyl]-6-[[N-[(3,4,5-trimethoxyphenyl)methyl]]-N-(methyl)amino]-2-pyrimidinyl]amino]-4-isopropyl-5-thiazolecarboxylic acid, ethyl ester CN1CCN(CC1)C1=NC(=NC(=C1)N(C)CC1=CC(=C(C(=C1)OC)OC)OC)NC=1SC(=C(N1)C(C)C)C(=O)OCC